C(=C)C=1C=CC(=NC1)N1CCC(CC1)C(C)OC=1SC2=NC(=CC=C2N1)Br 2-(1-(1-(5-vinylpyridin-2-yl)piperidin-4-yl)ethoxy)-5-bromothiazolo[5,4-b]pyridine